5-methyl-2-phenyl-1,3,2-benzodithiazole CC1=CC2=C(SN(S2)C2=CC=CC=C2)C=C1